N1N=NN=N1 anti-pentazole